NC1=NC=CC=C1C1=NC=2C(=NC(=CC2)C2=CC=CC=C2)N1C1=CC=C(CN2C3CN(C(C2)CC3)C(=O)C3=CC(=C(C=O)C=C3)O)C=C1 4-(5-(4-(2-(2-aminopyridin-3-yl)-5-phenyl-3H-imidazo[4,5-b]pyridin-3-yl)benzyl)-2,5-diazabicyclo[2.2.2]octane-2-carbonyl)-2-hydroxybenzaldehyde